FC1(CCN(CC1)C1=CC(=CC(=N1)C(=O)NC1=C(C=C(C=C1)NS(=O)(=O)CCO)N1CCC2(CC2)CC1)F)F 6-(4,4-difluoropiperidin-1-yl)-4-fluoro-N-(4-((2-hydroxyethyl)sulfonamido)-2-(6-azaspiro[2.5]octan-6-yl)phenyl)picolinamide